oxazolidine-2,4,5-trione O1C(NC(C1=O)=O)=O